lithium maleic acid C(\C=C/C(=O)O)(=O)O.[Li]